CC1(N(C(CC(C1)OC(CCCCCCCCC(=O)OC1CC(N(C(C1)(C)C)OCCCCCCCC)(C)C)=O)(C)C)OCCCCCCCC)C decanedioic acid bis(2,2,6,6-tetramethyl-1-(octyloxy)-4-piperidyl) ester